4-(((3R,4R)-3-(4-(1H-pyrazol-1-yl)phenyl)-1-(2,2,2-trifluoroethyl)piperidin-4-yl)methyl)-5,7-dimethyl-1H-indole N1(N=CC=C1)C1=CC=C(C=C1)[C@@H]1CN(CC[C@H]1CC1=C2C=CNC2=C(C=C1C)C)CC(F)(F)F